(3-(6-(aminomethyl)-1-((1-methyl-1H-imidazol-4-yl)methyl)-1H-indol-3-yl)propyl)carbamic acid tert-butyl ester C(C)(C)(C)OC(NCCCC1=CN(C2=CC(=CC=C12)CN)CC=1N=CN(C1)C)=O